pentaerythritol tetrakis(3-dodecyl thiopropionate) C(CCCCCCCCCCC)CCC(=S)OCC(COC(CCCCCCCCCCCCCC)=S)(COC(CCCCCCCCCCCCCC)=S)COC(CCCCCCCCCCCCCC)=S